benzyl 5-(((3aR,4S,7S,8R,8aR)-2,2-dimethyl-8-((6-(trifluoromethyl)pyrazin-2-yl)amino)tetrahydro-4,7-epoxy[1,3]dioxolo[4,5-d]oxepin-4(5H)-yl)methoxy)pentanoate CC1(O[C@@H]2[C@@H]([C@H]([C@H]3OC[C@@]2(O3)COCCCCC(=O)OCC3=CC=CC=C3)NC3=NC(=CN=C3)C(F)(F)F)O1)C